C1(CC(C2=CC=3C(CC(C3C=C12)=O)=O)=O)=O s-indacene-1,3,5,7(2h,6h)-tetraone